BrC=1C=2N(C=CC1)C(=C(N2)N)C(F)(F)F 8-bromo-3-(trifluoromethyl)imidazo[1,2-a]pyridin-2-amine